C(C1=CC=CC=C1)(=O)OC[C@@H](OC(C1=CC=CC=C1)=O)COP(=O)(O)OCC[N+](C)(C)C 1,2-dibenzoyl-sn-glycero-3-phosphorylcholine